(4-methylpiperazin-1-yl)(6-(2-(6-methylpyridin-2-yl)-5,6-dihydro-cyclopenta[d]imidazol-1(4H)-yl)imidazo[1,2-a]pyridin-3-yl)methanone CN1CCN(CC1)C(=O)C1=CN=C2N1C=C(C=C2)N2C(=NC1=C2CCC1)C1=NC(=CC=C1)C